pyrimidyl phenyl ether C1(=CC=CC=C1)OC1=NC=CC=N1